ClC=1C=NC(=NC1)NC=1C=C(C=CC1C)CC(=O)N (3-((5-chloropyrimidin-2-yl)amino)-4-methylphenyl)acetamide